C(=O)(O)C1(CCC(CC1)C(=O)O)Cl 1,4-dicarboxyl-chloro-cyclohexane